C(#N)C1=C(C=C(C=2N=CSC21)C2=CC=C(C=C2)OC(F)(F)F)NCC(C(=O)NOC2OCCCC2)=C 2-(((7-Cyano-4-(4-(trifluoromethoxy)phenyl)benzo[d]thiazol-6-yl)amino)methyl)-N-((tetrahydro-2H-pyran-2-yl)oxy)acrylamide